(13Z,16Z)-N,N-dimethyl-docosane-13,16-dien-5-amine CN(C(CCCC)CCCCCCC\C=C/C\C=C/CCCCC)C